Methyl 3-bromo-5-[[2,4-difluoro-5-[5-fluoro-2-(hydroxymethyl)phenyl]phenyl]sulfamoyl]-4-methoxy-benzoate BrC=1C=C(C(=O)OC)C=C(C1OC)S(NC1=C(C=C(C(=C1)C1=C(C=CC(=C1)F)CO)F)F)(=O)=O